2-(1-methyl-4-piperidyl)-5-(6-methyl-2-piperidyl)-1,3-benzothiazole CN1CCC(CC1)C=1SC2=C(N1)C=C(C=C2)C2NC(CCC2)C